N-(1,1-dimethylsilinan-4-yl)-6-fluoro-4-(2-methoxyethoxy)-1H-indole-2-carboxamide C[Si]1(CCC(CC1)NC(=O)C=1NC2=CC(=CC(=C2C1)OCCOC)F)C